OC1=C(C=CC(=C1)O)CCCC1=C(C(=C(C=C1)OC)C)OC 1-(2,4-Dihydroxyphenyl)-3-(2,4-dimethoxy-3-methylphenyl)propane